C1(CC1)CN1N=C(C2=CC=CC=C12)C(=O)OC methyl 1-(cyclopropylmethyl)-1H-indazole-3-carboxylate